2-(4-(4-(2-(2-Aminopyridin-3-yl)-5-(3-chlorophenyl)-3H-imidazo[4,5-b]pyridin-3-yl)benzyl)piperazin-1-yl)pyrimidine-4-carbonitrile NC1=NC=CC=C1C1=NC=2C(=NC(=CC2)C2=CC(=CC=C2)Cl)N1C1=CC=C(CN2CCN(CC2)C2=NC=CC(=N2)C#N)C=C1